((3-nitrophenyl)sulfonyl)piperazine [N+](=O)([O-])C=1C=C(C=CC1)S(=O)(=O)N1CCNCC1